C(C1=CC=CC=C1)NCCN(CCNCCN)CC1=CC=CC=C1 N1,N4-Dibenzyltriethylentetramin